[Mn].[Sn].[Cu] copper-tin-manganese